p-methylphenyl 2,4-di-oxo-benzyl-3-hydroxy-1-thio-α-L-rhamnopyranoside O=C1C(C[C@]2(SC3=CC=C(C=C3)C)[C@H](O)C(O)([C@@H](O)[C@@H](O2)C)O)C=CC(C1)=O